(S)-2-((4-(6-((5-Fluoro-1-(2-methoxyethyl)-1H-indazol-6-yl)methoxy)pyridin-2-yl)piperidin-1-yl)methyl)-1-(oxetan-2-ylmethyl)-1H-benzo[d]imidazole-6-carboxylic acid FC=1C=C2C=NN(C2=CC1COC1=CC=CC(=N1)C1CCN(CC1)CC1=NC2=C(N1C[C@H]1OCC1)C=C(C=C2)C(=O)O)CCOC